5-bromo-2-(1,3-dimethylpiperidin-4-yl)benzo[d]thiazoleFormaldehyde BrC=1C=CC2=C(NC(S2)(C=O)C2C(CN(CC2)C)C)C1